C(#N)C1=CC=C(C=C1)NC(=O)NC1=CC=C(C=2N1C=NC2)F 1-(4-cyanophenyl)-3-(8-fluoroimidazo[1,5-a]pyridin-5-yl)urea